ClC=1C(=CC(=C(C1)S(=O)(=O)N(C1=NC=NS1)CC1=C(C=C(C=C1)OC)OC)F)OC1=C(C=C(C=C1)Cl)N1CCCC1 5-chloro-4-(4-chloro-2-(pyrrolidine-1-yl)phenoxy)-N-(2,4-dimethoxybenzyl)-2-fluoro-N-(1,2,4-thiadiazole-5-yl)benzenesulfonamide